ClC=1C2=C(N=CN1)N(C=C2C=NO)C(C)C 4-chloro-7-isopropyl-7H-pyrrolo[2,3-d]Pyrimidine-5-carbaldehyde oxime